pyridine-2(3H)-carboxylic acid tert-butyl ester C(C)(C)(C)OC(=O)C1N=CC=CC1